ClC=1C=C(C=CC1S(=O)(=O)C)NCC#CC=1N(C=2C=CC=C(C2C1)NC1CCN(CC1)CCOC)CC(F)(F)F 2-{3-[(3-chloro-4-methanesulfonyl-phenyl)amino]prop-1-yn-1-yl}-N-[1-(2-methoxyethyl)piperidin-4-yl]-1-(2,2,2-trifluoroethyl)-1H-indol-4-amine